Hydroxyl ethyl methacrylate CCOC(=O)/C(=C/O)/C